tert-butyl (9-((2R,3S,4R,5R)-4-((tert-butoxycarbonyl)oxy)-5-(((tert-butyldiphenylsilyl)oxy)methyl)-3-fluorotetrahydrofuran-2-yl)-2-chloro-9H-purin-6-yl)(propyl)carbamate C(C)(C)(C)OC(=O)O[C@H]1[C@@H]([C@@H](O[C@@H]1CO[Si](C1=CC=CC=C1)(C1=CC=CC=C1)C(C)(C)C)N1C2=NC(=NC(=C2N=C1)N(C(OC(C)(C)C)=O)CCC)Cl)F